N-[4-Fluoro-2-methyl-5-(5-propan-2-yl-4H-1,2,4-triazol-3-yl)phenyl]pyrazolo[1,5-a]pyridine-3-carboxamide FC1=CC(=C(C=C1C1=NN=C(N1)C(C)C)NC(=O)C=1C=NN2C1C=CC=C2)C